COC1=CC=C(C=N1)CC=1C=CC(=NC1)NC(=O)C1=CN(C(C=C1)=O)C N-(5-((6-methoxypyridin-3-yl)methyl)pyridin-2-yl)-1-methyl-6-oxo-1,6-dihydropyridine-3-carboxamide